FC=1C=C(C=CC1C=1N=C2SC3=C(N2C1)C=CC(=C3)C(NC3CCN(CC3)C)=O)[C@@H]3N(C[C@@H](C3)OC)C(=O)OC(C)(C)C tert-butyl (cis)-2-(3-fluoro-4-(7-((1-methylpiperidin-4-yl)carbamoyl)benzo[d]imidazo[2,1-b]thiazol-2-yl)phenyl)-4-methoxypyrrolidine-1-carboxylate